(2S,5R)-1-(4-chloro-2-(pyridin-4-yl)pyrimidine-5-carbonyl)-5-(2-chlorophenyl)pyrrolidine-2-carboxylic acid ClC1=NC(=NC=C1C(=O)N1[C@@H](CC[C@@H]1C1=C(C=CC=C1)Cl)C(=O)O)C1=CC=NC=C1